ClC1=C(C=C(C=C1)C1(CN(C2=NC(=CC=C21)C(=O)N2C(CN(CC2)C2=CC=C(C=N2)CC(=O)OC)(C)C)CC(C)C)C)F methyl 2-(6-(4-(3-(4-chloro-3-fluorophenyl)-1-isobutyl-3-methyl-2,3-dihydro-1H-pyrrolo[2,3-b]pyridine-6-carbonyl)-3,3-dimethylpiperazin-1-yl)pyridin-3-yl)acetate